N-(8,9-difluoro-6-oxo-1,4,5,6-tetrahydro-2H-pyrano[3,4-c]isoquinolin-1-yl)-3-(4-fluorophenyl)-N-methylisoxazole-5-carboxamide FC=1C(=CC=2C3=C(NC(C2C1)=O)COCC3N(C(=O)C3=CC(=NO3)C3=CC=C(C=C3)F)C)F